COC(=O)C12CC(C1)(C2)C2=C(N=CN2)C 3-(4-methyl-1H-imidazol-5-yl)bicyclo[1.1.1]Pentane-1-carboxylic acid methyl ester